CC=1C=C(C=C(C(=O)NN)C1)C(=O)NN 5-methylisophthalohydrazide